FC1=CC=2C=3N(C(=NC2C=C1)NC=1C(N=CC=CC1)=O)N=C(N3)C3=CC(=CC=C3)OC (3R)-3-{[9-fluoro-2-(3-methoxyphenyl)[1,2,4]triazolo[1,5-c]quinazolin-5-yl]amino}azepin-2-one